C1(CC1)[C@H](N1CC(NC2=C(C1=O)C=C(C=C2C=2C(=NN(C2)CC)C(F)(F)F)C=O)=O)C2=NC=CC(=C2)OC (S)-4-(cyclopropyl(4-methoxypyridin-2-yl)methyl)-9-(1-ethyl-3-(trifluoromethyl)-1H-pyrazol-4-yl)-2,5-dioxo-2,3,4,5-tetrahydro-1H-benzo[e][1,4]diazepine-7-carbaldehyde